ClC=1C=CC2=C(C(=NCC3=C2N=CN=C3)C3=C(C=CC=C3F)F)C1 9-Chloro-7-(2,6-difluorophenyl)-5H-benzo[c]pyrimido[4,5-e]azepin